[Si](C)(C)(C(C)(C)C)O[C@H]1C[C@@H](N(C12CC2)C(=O)C2CC2)C#C ((5R,7S)-7-((tert-Butyldimethylsilyl)oxy)-5-ethynyl-4-azaspiro[2.4]heptan-4-yl)(cyclopropyl)methanone